propenyl-t-butylsilane C(=CC)[SiH2]C(C)(C)C